FC=1C=C(C=C(C1)F)C1=NO[C@](C1)(C(=O)N[C@H]1COC(=C1)C(=O)OC)C=C Methyl (3R)-3-[[(5S)-3-(3,5-difluorophenyl)-5-vinyl-4H-isoxazole-5-carbonyl]amino]-2,3-dihydrofuran-5-carboxylate